(S)-3-(10-bromo-6,7-dihydro-5H-benzo[b]imidazo[2,1-d][1,5]oxazocin-2-yl)-4-(difluoromethyl)oxazolidine-2-thione BrC=1C=CC2=C(OCCCN3C2=NC(=C3)N3C(OC[C@H]3C(F)F)=S)C1